9H-fluorene-9,9-diyldimethanol C1=CC=CC=2C3=CC=CC=C3C(C12)(CO)CO